2-(3-((dimethylamino)methyl)-4-(tetrahydrofuran-3-yl)phenyl)-5H-pyrrolo[2,3-b]pyridine CN(C)CC=1C=C(C=CC1C1COCC1)C1=CC=2C(N=CCC2)=N1